vanadium dipicolinate N1=C(C=CC=C1)C(=O)[O-].N1=C(C=CC=C1)C(=O)[O-].[V+2]